C(C1=CC=CC=C1)OC(=O)NC1[C@@H]2CN(C[C@H]12)C(=O)OC(C)(C)C tert-Butyl (1R,5S,6r)-6-(((benzyloxy)carbonyl)amino)-3-azabicyclo[3.1.0]hexane-3-carboxylate